(S)-benzo[d]thiazol-6-yl-(2,7-dimethyl-3-(1-methyl-3-(trifluoromethyl)-1H-pyrazol-5-yl)-2,4,5,7-tetrahydro-6H-pyrazolo[3,4-c]pyridin-6-yl)methanone S1C=NC2=C1C=C(C=C2)C(=O)N2[C@H](C=1C(CC2)=C(N(N1)C)C1=CC(=NN1C)C(F)(F)F)C